(S)-5,6-dihydro-4H-cyclopenta[b]thiophen-5-amine S1C2=C(C=C1)C[C@@H](C2)N